O=C1NC(CCC1N1C(N(C2=NC(=CC=C21)C2=CC=C(C=C2)CC(=O)NC2=CC1=CC(=C(C(=C1C=C2)F)N2S(NC(C2)=O)(=O)=O)O)C)=O)=O 2-[4-[1-(2,6-dioxo-3-piperidyl)-3-methyl-2-oxo-imidazo[4,5-b]pyridin-5-yl]phenyl]-N-[5-fluoro-7-hydroxy-6-(1,1,4-trioxo-1,2,5-thiadiazolidin-2-yl)-2-naphthyl]acetamide